COC1=NC=CC2=C(C=CC=C12)N1N=CC(=C1C(F)(F)F)C=O (1-methoxyisoquinolin-5-yl)-5-(trifluoromethyl)-1H-pyrazole-4-carbaldehyde